Cl.N[C@@H](C(=O)N1[C@@H](C[C@H](C1)O)C(=O)NCC1=CC=C(C=C1)C1=C(N=CS1)C)C(C)(C)C (2S,4R)-1-((R)-2-amino-3,3-dimethylbutanoyl)-4-hydroxy-N-(4-(4-methylthiazol-5-yl)benzyl)pyrrolidine-2-carboxamide hydrochloride